8-methoxy-5-(4-(trifluoromethyl)phenyl)-1,2,3,4-tetrahydroisoquinoline hydrochloride Cl.COC=1C=CC(=C2CCNCC12)C1=CC=C(C=C1)C(F)(F)F